3-[2-(trifluoromethyl)-4-fluoro-4'-chlorobenzhydryloxy]-N-(sec-butyl)azetidine-1-carboxamide FC(C1=C(C(C2=CC=C(C=C2)Cl)OC2CN(C2)C(=O)NC(C)CC)C=CC(=C1)F)(F)F